FC=1C(=CC(=NC1)OC)C1=CC(=NN1)C(=O)N1C2(CC2)C[C@H](CC1)C(=O)NC1CN(CC1)C1COC12CN(C2)C(=O)OC(C)(C)C tert-butyl 3-[3-[(7S)-4-[5-(5-fluoro-2-methoxypyridin-4-yl)-1H-pyrazole-3-carbonyl]-4-azaspiro[2.5]octane-7-amido]pyrrolidin-1-yl]-1-oxa-6-azaspiro[3.3]heptane-6-carboxylate